BrC1=CC=C(C=C1)N1C(N(CC(C1)N(C(=O)C=1N=C(SC1)C#C)C1=CC(=CC(=C1)OC(F)(F)F)OC)C)=O N-(1-(4-Bromophenyl)-3-methyl-2-oxohexahydropyrimidin-5-yl)-2-ethynyl-N-(3-methoxy-5-(trifluoromethoxy)phenyl)thiazole-4-carboxamide